5-(chloromethyl)-4-methoxy-6-methylpyrimidine ClCC=1C(=NC=NC1C)OC